tert-butyl (3S,4S)-3-[[6-(6-chloroimidazo[1,2-b]pyridazin-3-yl)-2-pyridyl]amino]-4-fluoro-pyrrolidine-1-carboxylate ClC=1C=CC=2N(N1)C(=CN2)C2=CC=CC(=N2)N[C@H]2CN(C[C@@H]2F)C(=O)OC(C)(C)C